C(C=C)OC(=O)O[C@@H]1[C@H](O[C@H]([C@@H]([C@H]1OC(=O)OCC=C)OC(=O)OCC=C)OC1=C(C=C(C=C1)CO[Si](C)(C)C(C)(C)C)N)C(=O)OCC=C allyl (2S,3S,4S,5R,6S)-3,4,5-tris(((allyloxy)carbonyl)oxy)-6-(2-amino-4-(((tert-butyldimethylsilyl)oxy)methyl)phenoxy)tetrahydro-2H-pyran-2-carboxylate